ClC1=C(N(C(C2=C(C=CC=C12)C=1C=NC(=NC1)N1CCN(CC1)C)=O)C1=CC=CC=C1)[C@H](C)NC=1C2=C(N=CN1)NC=CC2=O (S)-4-((1-(4-chloro-8-(2-(4-methylpiperazin-1-yl)pyrimidin-5-yl)-1-oxo-2-phenyl-1,2-dihydroisoquinolin-3-yl)ethyl)amino)pyrido[2,3-d]pyrimidin-5(8H)-one